Dimethyl 1-tetrahydropyran-2-ylpyrazole-3,5-dicarboxylate O1C(CCCC1)N1N=C(C=C1C(=O)OC)C(=O)OC